2,5-dimethyl-2-tert-amylperoxy-5-hydroperoxy-1,3-bis(tert-butylperoxy)benzene CC1(C(=CC(C=C1OOC(C)(C)C)(OO)C)OOC(C)(C)C)OOC(C)(C)CC